NC=1N=C(C2=C(N1)C=CN(C2=O)CC2=CC=C(C=C2)CN2CCCC2)N[C@H](CC)CCC (R)-2-amino-4-(hexan-3-ylamino)-6-(4-(pyrrolidin-1-ylmethyl)benzyl)pyrido[4,3-d]pyrimidin-5(6H)-one